C1(CC1)NC=1C2=C(N=CN1)NC=C2C2=CC1=CC=C(C=C1C=C2)OC 4-(cyclopropylamino)-5-(6-methoxynaphthalen-2-yl)-7H-pyrrolo[2,3-d]pyrimidin